tert-Butyl ((2-((2,2-difluoro-5-hydroxypentyl)oxy)-4-methylphenyl)sulfonyl)-L-prolinate FC(COC1=C(C=CC(=C1)C)S(=O)(=O)N1[C@@H](CCC1)C(=O)OC(C)(C)C)(CCCO)F